C1(=CC=CC=C1)N1N=CC(=C1)C=1C=C(SC1)C(=O)N1[C@H](CCC1)CN 1-[(2R)-1-[4-(1-phenyl-1H-pyrazol-4-yl)thiophene-2-carbonyl]pyrrolidin-2-yl]methanamine